1-acetyl-3-(1-methoxy-2-methylpropenyl)-5-nitroindol-2-one C(C)(=O)N1C(C(C2=CC(=CC=C12)[N+](=O)[O-])C(=C(C)C)OC)=O